1-imidazolylpropyltriethoxysilane N1C(=NC=C1)C(CC)[Si](OCC)(OCC)OCC